(6S,9R)- or (6R,9S)-4-(1-(difluoromethyl)-1H-pyrazol-4-yl)-6,7,8,9-tetrahydro-5H-6,9-epoxycyclohepta[b]pyridine-2-carboxamide FC(N1N=CC(=C1)C1=C2C(=NC(=C1)C(=O)N)[C@H]1CC[C@@H](C2)O1)F |o1:16,19|